Tert-butyl 3-(5-(6-bromo-3-cyanopyrazolo[1,5-a]pyridin-4-yl)pyridin-2-yl)-3,6-diazabicyclo[3.1.1]heptane-6-carboxylate BrC=1C=C(C=2N(C1)N=CC2C#N)C=2C=CC(=NC2)N2CC1N(C(C2)C1)C(=O)OC(C)(C)C